C(CCCCCCC)C(CCCCCCCC)OC(CCC(=O)O)=O 4-(1-octylnonoxy)-4-oxo-butanoic acid